4-isopropyl-N-(3-((4-methylpiperazin-1-yl)methyl)-5-(trifluoromethyl)phenyl)-3-((pyrimidin-5-ylamino)methyl)benzamide C(C)(C)C1=C(C=C(C(=O)NC2=CC(=CC(=C2)C(F)(F)F)CN2CCN(CC2)C)C=C1)CNC=1C=NC=NC1